1-(6-(indoline-1-carbonyl)spiro[3.3]heptan-2-yl)-3-(4-methoxybenzyl)urea N1(CCC2=CC=CC=C12)C(=O)C1CC2(CC(C2)NC(=O)NCC2=CC=C(C=C2)OC)C1